7,9-Di-tert-butyl-1-oxaspiro[4.5]deca-6,9-diene-2,8-dione C(C)(C)(C)C1=CC2(CCC(O2)=O)C=C(C1=O)C(C)(C)C